CC(=O)N[C@@H]1[C@H]([C@@H]([C@H](O[C@H]1O[C@H]2[C@H]([C@H](OC([C@@H]2O)O)CO)O)CO)O[C@H]3[C@@H]([C@H]([C@H]([C@H](O3)CO)O)O)O)O The molecule is an amino trisaccharide consisting of an N-acetyl-D-glucosamine flanked by two D-galactose residues in a linear sequence. It derives from a beta-D-GlcpNAc-(1->3)-D-Galp.